C(C)(=O)OCCC1CC2(C1)CC(C2)NC(=O)C=2C=C(C=C1C=NN(C21)CC=2C=NC(=CC2)C2=CC(=C(C=C2)OC)F)Cl 2-(6-(5-chloro-1-((6-(3-fluoro-4-methoxyphenyl) pyridin-3-yl)methyl)-1H-indazole-7-carboxamido)spiro[3.3]heptan-2-yl)ethyl acetate